FC(CN1C(=NC2=NC=C(C=C21)C=2C=CN1N=C(N=CC12)N[C@@H]1CC[C@@H](CC1)N1CCN(CC1)C)C)F 5-(1-(2,2-difluoroethyl)-2-methyl-1H-imidazo[4,5-b]pyridin-6-yl)-N-(cis-4-(4-methylpiperazin-1-yl)cyclohexyl)pyrrolo[2,1-f][1,2,4]triazin-2-amine